CC=1C=C2N=CC(N(C2=CC1)C)=O 6-methyl-N-methylquinoxalinone